ClC=1C(=CC(=C(C1)C1(CCC(CC1)N)N)C)N1CCC(CC1)C(F)(F)F 1-(5-chloro-2-methyl-4-(4-(trifluoromethyl)piperidin-1-yl)phenyl)cyclohexane-1,4-diamine